imidazo[1,2-c]pyrimidine-8-carboxamide N=1C=CN2C=NC=C(C21)C(=O)N